O1C2(OCC1)CCC1(CC2)OCC2=NC=CC=C21 7H-dispiro[furo[3,4-b]pyridine-5,1'-cyclohexane-4',2''-[1,3]dioxolane]